(S)-7-((2-amino-5-chloropyrimidin-4-yl)methyl)-4-(cyclopropylethynyl)-4-(trifluoro-methyl)-3,4-dihydroquinazolin-2(1H)-one NC1=NC=C(C(=N1)CC1=CC=C2[C@](NC(NC2=C1)=O)(C(F)(F)F)C#CC1CC1)Cl